C[C@@]1(N(CC2=CC(=CC=C2C1)F)C(=O)OCC)C(=O)[O-] (S)-2-ethyl 3-methyl-7-fluoro-3,4-dihydroisoquinoline-2,3(1H)-dicarboxylate